C(C)(=O)O.CC1=NC=CC(=C1)C=1C=2N(C(NC1C1=CC=CC=C1)=O)C=C(N2)C2=CC=CC=C2 8-(2-methylpyridin-4-yl)-2,7-diphenylimidazo[1,2-C]pyrimidin-5(6H)-one acetate